6-[7-methoxy-8-(prop-2-enamido)naphthalen-2-yl]-N-[(3R)-1-methylpiperidin-3-yl]pyridine-2-carboxamide COC1=CC=C2C=CC(=CC2=C1NC(C=C)=O)C1=CC=CC(=N1)C(=O)N[C@H]1CN(CCC1)C